OC=1C=C(C(=O)NCCNC(CN2CCN(CCN(CCN(CC2)CC(=O)OC(C)(C)C)CC(=O)OC(C)(C)C)CC(=O)OC(C)(C)C)=O)C=CC1O tri-tert-butyl 2,2',2''-(10-(2-((2-(3,4-dihydroxybenzamido)ethyl)amino)-2-oxoethyl)-1,4,7,10-tetraazacyclododecane-1,4,7-triyl)triacetate